C(C)OC1=CC=C(C=CC(=O)C=2C(OC3=CC(=CC=C3C2)OC)=O)C=C1 3-(4-ethoxycinnamoyl)-7-methoxycoumarin